(S)-1-(tert-butoxycarbonyl)aziridine-2-carboxylic acid C(C)(C)(C)OC(=O)[N@@]1C(C1)C(=O)O